C(#C)C=1N=C(N(C1C)C=1N=NC(=CC1)C)C(=O)N 4-Ethynyl-5-methyl-1-(6-methylpyridazin-3-yl)-1H-imidazole-2-carboxamide